C(#N)C=1C=NN2C1C(=CC(=C2)C=2C=NN(C2)C)C2=CC(=C(C=C2)C(C(=O)N)=C)O (4-(3-cyano-6-(1-methyl-1H-pyrazol-4-yl)pyrazolo[1,5-a]pyridin-4-yl)-2-hydroxyphenyl)acrylamide